C(C1=CC=CC=C1)N1C(C(=NC2=CC=CC=C12)C(F)F)=O 1-benzyl-3-(difluoromethyl)quinoxalin-2(1H)-one